OB1N(N=CC2=C1C=CC(=C2)N2N=CC1=CC=CC=C21)C(=O)C=2SC(=CN2)C (1-hydroxy-6-indazol-1-yl-2,3,1-benzodiazaborinin-2-yl)-(5-methylthiazol-2-yl)methanone